BrC=1SC(=CN1)C(C(=O)OC(C)(C)C)(C)C tert-butyl 2-(2-bromo-1,3-thiazol-5-yl)-2-methylpropanoate